methyl-3-(([1,2,4]triazolo[4,3-a]pyridine-8-carboxamido)methyl)-5-benzyl-4,5-dihydroisoxazole CC1C(=NOC1CC1=CC=CC=C1)CNC(=O)C=1C=2N(C=CC1)C=NN2